1,6-Dimethyl-2-oxo-5,6,7,8-tetrahydro-quinoline-3-carboxylic acid CN1C(C(=CC=2CC(CCC12)C)C(=O)O)=O